2-fluoro-7-(methylsulfonyl)-2,3-dihydro-1H-indenone FC1C(C2=C(C=CC=C2C1)S(=O)(=O)C)=O